OC=1C=C2CCCC(C2=CC1)NC(OC(C)(C)C)=O tert-butyl (6-hydroxy-1,2,3,4-tetrahydronaphthalen-1-yl)carbamate